(4-aminopiperidin-1-yl)-[2-chloro-4-[[3-[3-(trifluoromethyl)-1H-pyrazol-4-yl]imidazo[1,2-a]pyrazin-8-yl]amino]phenyl]methanone NC1CCN(CC1)C(=O)C1=C(C=C(C=C1)NC=1C=2N(C=CN1)C(=CN2)C=2C(=NNC2)C(F)(F)F)Cl